FC(OC=1C(=C(C=C(C1)[N+](=O)[O-])C(=O)N1CCOCC1)C)F (3-(difluoromethoxy)-2-methyl-5-nitrophenyl)(morpholino)methanone